BrC1=CC=C2C(=NN(C2=C1)C)NC(OC(C)(C)C)=O tert-butyl N-(6-bromo-1-methyl-indazol-3-yl)carbamate